C(#N)C1=CC(=C(COC2=CC=CC(=N2)C=2C=CC(=C3COCC23)CC2=NC3=C(N2CCOC)C=C(C=C3)C(=O)OC(C)(C)C)C=C1)F tert-butyl 2-((7-(6-((4-cyano-2-fluorobenzyl) oxy) pyridin-2-yl)-1,3-dihydroisobenzofuran-4-yl) methyl)-1-(2-methoxyethyl)-1H-benzo[d]imidazole-6-carboxylate